(S)-N-((S)-1-amino-1-oxo-3-((S)-2-oxopyrrolidin-3-yl)propan-2-yl)-6-(4-methoxy-1H-indole-2-carbonyl)-6-azaspiro[2.5]octane-5-carboxamide NC([C@H](C[C@H]1C(NCC1)=O)NC(=O)[C@@H]1CC2(CC2)CCN1C(=O)C=1NC2=CC=CC(=C2C1)OC)=O